3-(3-((4-(1-(4-(1-acetyl-4-((4-chlorophenyl)amino)-2-methyl-1,2,3,4-tetrahydroquinolin-6-yl)phenyl)piperidin-4-yl)piperazin-1-yl)methyl)phenyl)piperidine-2,6-dione C(C)(=O)N1C(CC(C2=CC(=CC=C12)C1=CC=C(C=C1)N1CCC(CC1)N1CCN(CC1)CC=1C=C(C=CC1)C1C(NC(CC1)=O)=O)NC1=CC=C(C=C1)Cl)C